ClC1=C(CBr)C=CC=C1 2-chlorobenzylbromide